ClC1=CC=C(C(=S)[S-])C=C1 4-chlorodithiobenzoate